N-(6-fluoropyridin-2-yl)-4-methyl-5-(methyl-(piperidin-4-yl)amino)pyridine-2-sulfonamide trifluoroacetate FC(C(=O)O)(F)F.FC1=CC=CC(=N1)NS(=O)(=O)C1=NC=C(C(=C1)C)N(C1CCNCC1)C